FC1=C(C=CC=C1C(C)(C)C1=CN=C(N1)C1=C(C=CC(=C1)OC=1C(=C2C=CNC2=C(C1F)F)F)F)CCC(=O)O 3-(2-fluoro-3-(2-(2-(2-fluoro-5-((4,6,7-trifluoro-1H-indol-5-yl)oxy)phenyl)-1H-imidazol-5-yl)propan-2-yl)phenyl)propanoic acid